C(C)(C)(C)C1=C(C(=CC=C1)C(C)(C)C)N=C=N dl-2,6-di-tertiary-butylphenylcarbodiimide